(4-cyclopropyl-6-(methoxy-d3)pyrimidin-5-yl)boronic acid C1(CC1)C1=NC=NC(=C1B(O)O)OC([2H])([2H])[2H]